3'-benzyl-2',9'-dimethyl-4'H-spiro[cyclopropane-1,6'-thieno[2,3-e][1,2,4]triazolo[3,4-c][1,4]oxazepine] C(C1=CC=CC=C1)C1=C(SC=2N3C(C4(OCC21)CC4)=NN=C3C)C